C(C1=CC=CC=C1)N([C@H]1CC(CC1)(C(=O)O)C)CC1=CC=CC=C1 (3R)-3-(Dibenzylamino)-1-methylcyclopentane-1-carboxylic acid